dimethyl (5-methoxypyrazin-2-yl)propanedioate COC=1N=CC(=NC1)C(C(=O)OC)C(=O)OC